C(C)(=O)N1[C@H]([C@@H](N(CC1)C(C=C)=O)CC#N)C1=CC(=NC(=C1)Cl)C1=CC(=NC=N1)C(=O)NC 6-(4-((2s,3S)-1-acetyl-4-acryloyl-3-(cyanomethyl)piperazin-2-yl)-6-chloropyridin-2-yl)-N-methylpyrimidine-4-carboxamide